6-[4-(3-[[(2S,4S)-4-methyl-1-[6-oxo-5-(trifluoromethyl)-1,6-dihydropyridazin-4-yl]pyrrolidin-2-yl]methoxy]propanoyl)piperazin-1-yl]pyridine-3-carbonitrile C[C@H]1C[C@H](N(C1)C=1C=NNC(C1C(F)(F)F)=O)COCCC(=O)N1CCN(CC1)C1=CC=C(C=N1)C#N